4-fluoro-1-isopropyl-1H-pyrazole-5-carboxylic acid FC=1C=NN(C1C(=O)O)C(C)C